FC1=C(C=CC(=C1)F)N1C(C2=C(CC1)N=C(S2)COC2=C(C=CC=C2)F)=O (2,4-difluorophenyl)-2-[(2-fluorophenoxy)methyl]-6,7-dihydro-thiazolo[5,4-c]pyridin-4(5H)-one